OC1C=C(C(C(C1O)O)=O)CO 4,5,6-trihydroxy-2-(hydroxymethyl)cyclohex-2-en-1-one